N-((2,6-dihydroxy-5'-methyl-4-pentyl-2'-(prop-1-en-2-yl)-[1,1'-biphenyl]-3-yl)sulfonyl)acetamide OC1=C(C(=CC(=C1S(=O)(=O)NC(C)=O)CCCCC)O)C1=C(C=CC(=C1)C)C(=C)C